monobutyldiphenylphosphite C(CCC)OP([O-])([O-])(C1=CC=CC=C1)C1=CC=CC=C1